5-(3-ethylheptadecan-3-yl)-1,2,3-oxadiazol-4(5H)-one C(C)C(CC)(CCCCCCCCCCCCCC)C1C(N=NO1)=O